thiourea, S-carboxyethyl-isothiouronium salt C(=O)(O)CCSC(N)=[NH2+].NC(=S)N